ClC1=CC2=C(N=CNC2=O)N1C1=CC=C(C=C1)C1COC(CN1C(=O)OC(C)(C)C)(C)C tert-Butyl 5-(4-(6-chloro-4-oxo-3,4-dihydro-7H-pyrrolo[2,3-d]pyrimidin-7-yl)phenyl)-2,2-dimethylmorpholine-4-carboxylate